1-tetracosanoyl-2-(6Z,9Z,12Z,15Z-octadecatetraenoyl)-sn-glycero-3-phosphocholine C(CCCCCCCCCCCCCCCCCCCCCCC)(=O)OC[C@@H](OC(C=CC=C\C=C/C=C\CCCCCCCCC)=O)COP(=O)([O-])OCC[N+](C)(C)C